1-nitrocyclopent-3-ene-1-carboxylic acid ethyl ester C(C)OC(=O)C1(CC=CC1)[N+](=O)[O-]